3-(4-(7H-PYRROLO[2,3-d]PYRIMIDIN-4-YL)-1H-PYRAZOL-1-YL)-3-CYCLOPENTYLPROPANENITRILE N1=CN=C(C2=C1NC=C2)C=2C=NN(C2)C(CC#N)C2CCCC2